5-(4-aminophenyl)-1,4-dimethylpyridin-2(1H)-one NC1=CC=C(C=C1)C=1C(=CC(N(C1)C)=O)C